1-(4-bromo-3-methoxy-5-methylthiophen-2-yl)ethan-1-one BrC=1C(=C(SC1C)C(C)=O)OC